CC1=C2N(CCN(C2=CC=C1)C1=CC2=CN=C3NCCOCCC(N4CCCC(N(C1=O)C2=N3)C4)=O)C(C=C)=O 19-(5-methyl-4-prop-2-enoyl-2,3-dihydroquinoxalin-1-yl)-10-oxa-1,6,13,15,22-pentazatetracyclo[12.6.2.12,6.017,21]tricosa-14,16,18,21-tetraene-7,20-dione